COC1=NC=CC(=C1)C1=CC=CC=2N1N=CC2C(=O)O 7-(2-methoxypyridin-4-yl)pyrazolo[1,5-a]pyridine-3-carboxylic acid